N[C@@H]1CN(C[C@H]1OC)C=1C=C2CN3[C@@H](C2=CC1)CN(C[C@H]3C)C=3C=1N(C(=CC3)C#N)N=CC1 4-[(4R,10bS)-8-[(3R,4R)-3-amino-4-methoxy-pyrrolidin-1-yl]-4-methyl-3,4,6,10b-tetrahydro-1H-pyrazino[2,1-a]isoindol-2-yl]pyrazolo[1,5-a]pyridine-7-carbonitrile